C(CCCCCCCCCCCCC)[N+](CCCCCC)(CCCCCC)CCCCCC tetradecyl-trihexyl-ammonium